Dodecanoic acid, decyl ester C(CCCCCCCCCCC)(=O)OCCCCCCCCCC